1,3,4-trimethylpentyl-2-butenoic acid CC(CC(C(C)C)C)C(C(=O)O)=CC